O1CCN=CC=C1 2,3-dihydro-1,4-oxaazepine